FC(=C(CNC(OC(C)(C)C)=O)CO)F tert-butyl (3,3-difluoro-2-(hydroxymethyl)allyl)carbamate